NC1=NC=2C=CC(=CC2C2=C1C=NN2C)C(=O)N(CC2=NC=C(C=C2)C(F)(F)F)N2C(C(CC2)(C)C)=O 4-amino-N-(3,3-dimethyl-2-oxopyrrolidin-1-yl)-1-methyl-N-((5-(trifluoromethyl)pyridin-2-yl)methyl)-1H-pyrazolo[4,3-c]quinoline-8-carboxamide